CC1=C(C(=CC=C1)C)C1=NC(=NC(=C1)OC[C@@H](CC(C)(C)C)NC1CC2(C1)CC(C2)C(C)(C)O)NS(=O)(=O)C2=CC=CC(=N2)C(=O)O 6-[[4-(2,6-Dimethylphenyl)-6-[(2R)-2-[[6-(1-hydroxy-1-methyl-ethyl)spiro[3.3]heptan-2-yl]amino]-4,4-dimethyl-pentoxy]pyrimidin-2-yl]sulfamoyl]pyridine-2-carboxylic acid